1-heptanoyloxy-pyrene-3,6,8-trisulphonate C(CCCCCC)(=O)OC1=CC(=C2C=CC=3C(=CC(=C4C=CC1=C2C34)S(=O)(=O)[O-])S(=O)(=O)[O-])S(=O)(=O)[O-]